C(C)(C)(C)OC(=O)N1CCC2(CC(C2)N2CCC3(CC2)CCN(CC3)C3=NC=CC(=N3)COC3=CC=C(C=C3)C(C)(C)C3=CC(=CC(=C3)C#N)Cl)CC1 2-(9-(4-((4-(2-(3-chloro-5-cyanophenyl)prop-2-yl)phenoxy)methyl)pyrimidin-2-yl)-3,9-Diazaspiro[5.5]undecan-3-yl)-7-azaspiro[3.5]nonane-7-carboxylic acid tert-butyl ester